4-methoxy-1,4-cyclohexadiene-1,2-dicarboxylic acid diisobutyl ester C(C(C)C)OC(=O)C1=C(CC(=CC1)OC)C(=O)OCC(C)C